3-(4-(tert-butoxycarbonyl)morpholin-2-yl)-4-methylbenzoic acid C(C)(C)(C)OC(=O)N1CC(OCC1)C=1C=C(C(=O)O)C=CC1C